C[C@H]1CC[C@@H](NC1)C=1C=CC2=CN(N=C2C1)[C@H]1CN(CC1)C 6-((2R,5S)-5-methylpiperidin-2-yl)-2-((R)-1-methylpyrrolidin-3-yl)-2H-indazole